BrC(C(=O)O)CCCCCCCC=CBr bromo(11-bromoundecylenic acid)